cyclopropyl-5-(2,6-dimethylphenoxy)-2-oxo-1,2-dihydropyridin C1(CC1)N1C(C=CC(=C1)OC1=C(C=CC=C1C)C)=O